9,9-dipropyl-9H-fluorene C(CC)C1(C2=CC=CC=C2C=2C=CC=CC12)CCC